ClC1=CC(=CC2=C1B(OC2(C)C)O)NC2=NC=C(C(=N2)NC2CCCC2)Cl 7-chloro-5-((5-chloro-4-(cyclopentylamino)pyrimidin-2-yl)amino)-3,3-dimethylbenzo[c][1,2]oxaborole-1(3H)-ol